O=C1NC(CCC1N1C(N(C2=C1C=CC(=C2)CCCN2CCN(CC2)C(=O)OC(C)(C)C)C)=O)=O tert-butyl 4-[3-[1-(2,6-dioxo-3-piperidyl)-3-methyl-2-oxo-benzimidazol-5-yl] propyl]piperazine-1-carboxylate